C(C)(C)OC1=CC2=C(CN(CCC2)C2=CC(=C(C(=C2)C)NC(CC(C)(C)C)=O)C)C=C1 N-(4-(7-isopropoxy-1,3,4,5-tetrahydro-2H-benzo[c]azepine-2-yl)-2,6-dimethyl-phenyl)-3,3-dimethylbutyramide